ClC=1C=C(C=CC1OCC1=NC=CC=C1)NC=1C2=C(N=CN1)NC=C2CCNC(C=C)=O N-(2-(4-((3-chloro-4-(pyridin-2-ylmethoxy)phenyl)amino)-7H-pyrrolo[2,3-d]pyrimidin-5-yl)ethyl)acrylamide